2-(1-(p-tolyl)ethyl)benzo[d]isothiazol-3(2H)-one-1,1-dioxide C1(=CC=C(C=C1)C(C)N1S(C2=C(C1=O)C=CC=C2)(=O)=O)C